N1C=NC2=C1C=CC(=C2)N2C(NCC2C2=CC(=CC(=C2)C(F)(F)F)F)=O 1-(1H-Benzo[d]imidazol-5-yl)-5-(3-fluoro-5-(trifluoromethyl)phenyl)imidazolidin-2-on